2-dimethylaminopropyl-(triethoxy)silane CN(C(C[Si](OCC)(OCC)OCC)C)C